ClC=1C=C2C(=NC1OC)C(=C(N2C)C2=NNC(=N2)[C@H](C(F)(F)F)OCCO)N2C=NC=C2 (R)-2-(1-(3-(6-chloro-3-(1H-imidazol-1-yl)-5-methoxy-1-methyl-1H-pyrrolo[3,2-b]-pyridin-2-yl)-1H-1,2,4-triazol-5-yl)-2,2,2-trifluoroethoxy)-ethan-1-ol